3-(4-bromophenoxy)-tetrahydrofuran BrC1=CC=C(OC2COCC2)C=C1